CS(=O)(=O)C=1C=C(C=CC1)N1C=CC2=CC(=CC=C12)N 1-(3-(methylsulfonyl)phenyl)-1H-indol-5-amine